[NH+]=1NN=NC1.C(C)(C)[NH2+]C(C)C N,N-diisopropylammonium tetrazolium salt